C[C@@H](C1=CC=CC=C1)N (S)-α-Methylbenzylamine